1-tert-butylperoxy-3,3,5-trimethylcyclohexane C(C)(C)(C)OOC1CC(CC(C1)C)(C)C